(6aR,9R)-N,N-diethyl-7-(oxazol-5-ylmethyl)-4,6,6a,7,8,9-hexahydroindolo[4,3-fg]quinoline-9-carboxamide C(C)N(C(=O)[C@H]1CN([C@@H]2CC=3C4=C(C2=C1)C=CC=C4NC3)CC3=CN=CO3)CC